COC=1C=C(C=C(C1OCC)OC)C#C 3,5-dimethoxy-4-ethoxyphenylacetylene